methyl 3-(3,5-dimethyl-4-morpholino-anilino)-5-(methylamino)-6-(3-methylimidazo[4,5-c]pyridin-7-yl)pyrazine-2-carboxylate CC=1C=C(NC=2C(=NC(=C(N2)NC)C=2C3=C(C=NC2)N(C=N3)C)C(=O)OC)C=C(C1N1CCOCC1)C